7-deaza-8-aza-2-amino-purine NC1=NC=C2CN=NC2=N1